4-amino-N-((2,6-difluoro-3-pyridinyl)methyl)-7-fluoro-N,1-dimethyl-1H-pyrazolo[4,3-c]quinoline-8-carboxamide NC1=NC=2C=C(C(=CC2C2=C1C=NN2C)C(=O)N(C)CC=2C(=NC(=CC2)F)F)F